C(C)[N+]1(CCOCC1)CCC(C)S(=O)(=O)O N-ethyl-N-(3-sulfobutyl)morpholinium